3-bromo-5-fluoro-N-(2-(trifluoromethyl)tetrahydro-2H-pyran-4-yl)pyridin-2-amine BrC=1C(=NC=C(C1)F)NC1CC(OCC1)C(F)(F)F